[Si](C)(C)(C(C)(C)C)OCCCN1CC(CCC1)C(=O)[O-] 1-(3-((tert-butyldimethylsilyl)oxy)propyl)piperidine-3-carboxylate